O=C1OC(C2=CC(=CC=C12)C1=C2C(C(=O)OC2=O)=CC=C1C(F)(F)F)=O (1,3-dioxo-1,3-dihydroisobenzofuran-5-yl)-4-(trifluoromethyl)phthalic anhydride